ClC1=C(C=CC(=C1)Cl)P(C1=C(C=C(C=C1)Cl)Cl)=O bis(2,4-dichlorophenyl)phosphine oxide